2-chloro-3-hydroxypropyl-trimethyl-ammonium chloride [Cl-].ClC(C[N+](C)(C)C)CO